ClC=1C=C(C(=O)NC2CCC23CCN(CC3)CCC3=CC=CC=C3)C=C(C1)Cl 3,5-dichloro-N-(7-phenethyl-7-azaspiro[3.5]non-1-yl)benzamide